C(C)(C)(C)SN (S)-tert-butylsulfenamide